OC1(CC1)C=1NC(=NN1)C1CC2(CN(C2)C(=O)N2CC3(C2)CC(C3)OCC3(CC3)C(F)(F)F)C1 [6-[5-(1-hydroxycyclopropyl)-4H-1,2,4-triazol-3-yl]-2-azaspiro[3.3]heptan-2-yl]-[6-[[1-(trifluoromethyl)cyclopropyl]methoxy]-2-azaspiro[3.3]heptan-2-yl]methanone